N-(3,3-difluorocyclobutyl)-5-(piperazin-1-yl)picolinamide hydrochloride Cl.FC1(CC(C1)NC(C1=NC=C(C=C1)N1CCNCC1)=O)F